N[C@@]1(CN(CC1)C1=C(C=NC(=C1C1=CC(=CC(=C1)F)F)C#N)C(=O)NCC=1C=NN(C1)C)C 4-[(3S)-3-amino-3-methylpyrrolidin-1-yl]-6-cyano-5-(3,5-difluorophenyl)-N-[(1-methyl-1H-pyrazol-4-yl)methyl]pyridine-3-carboxamide